ClC=1C(N(C=C(C1C1=C(C=C(C=C1)F)Cl)C1=C(C(=CC(=C1)OC)OC)Cl)O)=O 3-chloro-5-(2-chloro-3,5-dimethoxyphenyl)-4-(2-chloro-4-fluorophenyl)-1-hydroxy-2(1H)-pyridone